3-(aminomethyl)-6-methyl-1-(4-(trifluoromethyl)phenyl)-2,3,4,6-tetrahydro-1,6-naphthyridin-5(1H)-one TFA salt OC(=O)C(F)(F)F.NCC1CN(C=2C=CN(C(C2C1)=O)C)C1=CC=C(C=C1)C(F)(F)F